(±)-cis-N-[8-(benzhydrylideneamino)-6-(3-isopropyl-1-tetrahydropyran-2-yl-pyrazol-4-yl)-3-isoquinolyl]-2-fluoro-cyclopropanecarboxamide C(C1=CC=CC=C1)(C1=CC=CC=C1)=NC=1C=C(C=C2C=C(N=CC12)NC(=O)[C@H]1[C@H](C1)F)C=1C(=NN(C1)[C@@H]1OCCCC1)C(C)C |&1:36|